N,N'-bis[2-(lauramido)ethyl]ethylenediamine dibromide [Br-].[Br-].C(CCCCCCCCCCC)(=O)NCCNCCNCCNC(CCCCCCCCCCC)=O